1-[3-[(2,2-Difluoro-1,3-benzodioxol-5-yl)-methyl-carbamoyl]phenyl]-5-methyl-3-(trifluoromethyl)-6,7-dihydro-4H-pyrazolo[4,3-c]pyridin FC1(OC2=C(O1)C=CC(=C2)N(C(=O)C=2C=C(C=CC2)N2N=C(C=1CN(CCC12)C)C(F)(F)F)C)F